(1R,5S,6r)-3-azabicyclo[3.1.0]hex-6-yl-(2-pyridinyl)methanone TFA salt OC(=O)C(F)(F)F.[C@H]12CNC[C@@H]2C1C(=O)C1=NC=CC=C1